N=1C=CN2N=C(C=CC21)C=2C=CN1N=C(N=CC12)NC1CC2(COC2)C1 5-(imidazo[1,2-b]pyridazin-6-yl)-N-(2-oxaspiro[3.3]heptan-6-yl)pyrrolo[2,1-f][1,2,4]triazin-2-amine